5-acetyl-1-[2-(difluoromethoxy)-4-pyridyl]-4-oxo-cinnoline-3-carboxylic acid ethyl ester C(C)OC(=O)C1=NN(C2=CC=CC(=C2C1=O)C(C)=O)C1=CC(=NC=C1)OC(F)F